(2s,3r)-3-methyl-3-phenylalanine C[C@@H]([C@H](N)C(=O)O)C1=CC=CC=C1